5-[4-amino-5-(trifluoromethyl)pyrrolo[2,1-f][1,2,4]triazin-7-yl]-3-fluoro-N-[(3R,4S)-4-fluoro-1-(4-fluorobenzoyl)pyrrolidin-3-yl]-2-methylbenzamide NC1=NC=NN2C1=C(C=C2C=2C=C(C(=C(C(=O)N[C@@H]1CN(C[C@@H]1F)C(C1=CC=C(C=C1)F)=O)C2)C)F)C(F)(F)F